2,4,6-triiodo-5-(2-methoxyacetamido)benzamide IC1=C(C(=O)N)C(=C(C(=C1)I)NC(COC)=O)I